2-(2-ethoxypyridin-3-yl)-1'-[6-methoxy-2-(trifluoromethyl)pyridin-3-yl]-7-pyrrolidin-3-ylspiro[8H-1,7-naphthyridine-5,4'-piperidine]-6-one formate salt C(=O)O.C(C)OC1=NC=CC=C1C1=NC=2CN(C(C3(CCN(CC3)C=3C(=NC(=CC3)OC)C(F)(F)F)C2C=C1)=O)C1CNCC1